N-(2,2-difluoroethyl)-3-nitro-7,8-dihydro-1,6-naphthyridine-6(5H)-carboxamide FC(CNC(=O)N1CC=2C=C(C=NC2CC1)[N+](=O)[O-])F